2-chloro-N5-methyl-N4-(4-(5-methyl-3-(trifluoromethyl)-1H-pyrazol-1-yl)benzyl)pyrimidine-4,5-diamine ClC1=NC=C(C(=N1)NCC1=CC=C(C=C1)N1N=C(C=C1C)C(F)(F)F)NC